N-(6-((1R,2R)-2-(hydroxymethyl)cyclopropyl)-2,2-dimethyl-2,3-dihydrobenzofuran-5-yl)pyrazolo[1,5-a]pyrimidine-3-carboxamide OC[C@H]1[C@@H](C1)C1=CC2=C(CC(O2)(C)C)C=C1NC(=O)C=1C=NN2C1N=CC=C2